N-(5-formylpyridin-2-yl)morpholine-4-carboxamide C(=O)C=1C=CC(=NC1)NC(=O)N1CCOCC1